BrC1=CC=2C(NCCC2N1)=O 2-bromo-1H,4H,5H,6H,7H-pyrrolo[3,2-c]pyridin-4-one